FC=1C=C(C(=O)O)C=C(C1C(=O)OC)F 3,5-difluoro-4-methoxycarbonyl-benzoic acid